O1C(OCC1)C1=CC=C(S1)C#CCN1CCOCC1 4-(3-(5-(1,3-dioxolan-2-yl)thiophen-2-yl)prop-2-yn-1-yl)morpholin